C(CC)(=O)N/C(=N/C(CC)=O)/SC methyl (Z)-N,N'-dipropionylcarbamimidothioate